CC(=O)OC1CCCCC1C(C)(C)C 2-tert-butyl cyclohexyl acetate